CC=1C=C2CCC(C(C2=CC1)NC(=O)C=1C(NC(=CC1)C(F)(F)F)=O)CCC N-(6-methyl-2-propyl-1,2,3,4-tetrahydronaphthalen-1-yl)-2-oxo-6-(trifluoromethyl)-1,2-dihydropyridine-3-carboxamide